FC=1C(=CC=2C3=CC=CC=C3C3=CC=CC=C3C2C1)B1OC(C(O1)(C)C)(C)C 2-(3-Fluorotriphenylen-2-yl)-4,4,5,5-tetramethyl-1,3,2-dioxaborolan